N-(4-(2-chloro-5-fluorophenyl)-2-pivaloylamino-7H-pyrrolo[2,3-d]pyrimidin-5-yl)-3-fluoro-5-(trifluoromethyl)benzamide ClC1=C(C=C(C=C1)F)C=1C2=C(N=C(N1)NC(C(C)(C)C)=O)NC=C2NC(C2=CC(=CC(=C2)C(F)(F)F)F)=O